Cl.Cl.C(N)(=N)C1=C2C=C(NC2=CC(=C1)C(N)=N)C1=CC=CC=C1 4,6-diamidino-2-phenylindole-Dihydrochloride